NC1=C(C(=O)O)C=C(C=C1)Br 2-amino-5-bromo-benzoic acid